4-(4-((3-(6-(4-Fluoro-4-(fluoromethyl)piperidin-1-yl)pyridin-3-yl)-1-methyl-1H-1,2,4-triazol-5-yl)amino)phenyl)pyrimidin-2-amine FC1(CCN(CC1)C1=CC=C(C=N1)C1=NN(C(=N1)NC1=CC=C(C=C1)C1=NC(=NC=C1)N)C)CF